5-(1-((S)-pyrrolidin-2-yl)ethoxy)isobenzofuran-1(3H)-one N1[C@@H](CCC1)C(C)OC=1C=C2COC(C2=CC1)=O